N'-(4-cyano-6-cyclopropyl-3-fluoro-2-isopropylphenylcarbamoyl)-2-(2-hydroxypropan-2-yl)thiazole-5-sulfonimidamide C(#N)C1=C(C(=C(C(=C1)C1CC1)NC(=O)N=S(=O)(N)C1=CN=C(S1)C(C)(C)O)C(C)C)F